N-(2-Methoxy-5-(4-(trifluoromethyl)phenoxy)phenyl)-1-methyl-6-oxo-piperidine-2-carboxamide COC1=C(C=C(C=C1)OC1=CC=C(C=C1)C(F)(F)F)NC(=O)C1N(C(CCC1)=O)C